C1CCCCC12CCNCC2 9-azaspiro[5.5]undecan